BrC1=NC=CC(=C1N)C 2-bromo-4-methyl-pyridin-3-amine